BrC=1C=CC(=NC1)CNC(C)C1=NC=CC=N1 N-[(5-bromo-2-pyridinyl)methyl]-1-pyrimidin-2-yl-ethylamine